BrC1=C(C=CC(=N1)C(=O)O)OC1=C(C=C(C=C1)F)F 6-bromo-5-(2,4-difluorophenoxy)picolinic acid